FC1=C2C=CNC2=CC(=C1OC=1C=CC(=C(N)C1)F)F 5-[(4,6-difluoro-1H-indol-5-yl)oxy]-2-fluoro-aniline